C1=CC=CC=2C3=CC=CC=C3C=CC12.[Eu+3] europium (III) phenanthrene